thioacetic acid S-(2-ethoxy-[1,3,2]dioxasilinan-2-ylmethyl) ester C(C)O[Si]1(OCCCO1)CSC(C)=O